CC1N(C(=CC=N1)C=1C=CC2=C(N(C=N2)C)C1)[C@@H]1CCCC2=CC=CC=C12 2-methyl-6-(1-methyl-1H-1,3-benzodiazol-6-yl)-N-[(1R)-1,2,3,4-tetrahydronaphthalen-1-yl]pyrimidin